2-aminopropane-1-ol NC(CO)C